(S)-4-(3-Aminoazepan-1-yl)-2-(2,4-difluorophenyl)phthalazin-1(2H)-one-hydrochloride Cl.N[C@@H]1CN(CCCC1)C1=NN(C(C2=CC=CC=C12)=O)C1=C(C=C(C=C1)F)F